BrC1=C(C=CC(=C1)Cl)C=1C(=CC=CC1)C1=C(C=CC=C1)Br 2,2''-dibromo-4-chloro-1,1':2',1''-terphenyl